COC=1C=2N(N=C(C1)C=1N=C3N(C(C1)=O)C=C(S3)[C@H]3[C@H](CNCC3)F)C=C(N2)C 7-(8-methoxy-2-methyl-imidazo[1,2-b]pyridazin-6-yl)-2-[(3r,4r)-3-fluoro-4-piperidinyl]thiazolo[3,2-a]pyrimidin-5-one